1-(2,4-difluorobenzyl)-3-((1-methyl-1H-1,2,4-triazol-3-yl)methyl)-6-(pyridin-4-yl)pyrido[2,3-d]pyrimidine-2,4(1H,3H)-dione FC1=C(CN2C(N(C(C3=C2N=CC(=C3)C3=CC=NC=C3)=O)CC3=NN(C=N3)C)=O)C=CC(=C1)F